OC(COC1=CC(=CC=C1)OCC(C)O)C 1,3-bis(2-hydroxypropyloxy)benzene